4-(2-Amino-2-methylpropanoyl)-N-(1-(4-(2-(4-aminohexahydrocyclopenta[c]pyrrol-2(1H)-yl)butyl)phenyl)-2-oxo-1,2-dihydropyrimidin-4-yl)piperazine-1-carboxamide Hydrochloride Salt Cl.NC(C(=O)N1CCN(CC1)C(=O)NC1=NC(N(C=C1)C1=CC=C(C=C1)CC(CC)N1CC2C(C1)C(CC2)N)=O)(C)C